4-(piperazin-1-yl)-N-(4-(2-(p-tolyl)propan-2-yl)thiazol-2-yl)benzamide N1(CCNCC1)C1=CC=C(C(=O)NC=2SC=C(N2)C(C)(C)C2=CC=C(C=C2)C)C=C1